(R)- and (S)-2-(1-((4-Carboxyphenyl)amino)-3-cyclopropyl-1-oxopropan-2-yl)-5-(3-chloro-6-(difluoromethoxy)-2-fluorophenyl)pyridine 1-oxide C(=O)(O)C1=CC=C(C=C1)NC([C@H](CC1CC1)C1=[N+](C=C(C=C1)C1=C(C(=CC=C1OC(F)F)Cl)F)[O-])=O |r|